C1(CC1)N1C(N(C=2C(C1=O)=C(N(C(C2C)=O)C)NC2=C(C=C(C=C2)I)F)C2=CC1=C(C(NS1(=O)=O)=O)C=C2)=O 3-Cyclopropyl-1-(1,1-dioxido-3-oxo-2,3-dihydrobenzo[d]isothiazol-6-yl)-5-((2-fluoro-4-iodophenyl)amino)-6,8-dimethylpyrido[4,3-d]pyrimidine-2,4,7(1H,3H,6H)-trione